(3s,4S)-1-[2-(3-chlorophenyl)ethyl]-3-[(4-methanesulfonylphenoxy)methyl]-4-methylpyrrolidine ClC=1C=C(C=CC1)CCN1C[C@H]([C@@H](C1)C)COC1=CC=C(C=C1)S(=O)(=O)C